[4-(4-bromo-benzoylamino)-benzyl]-carbamic acid tert-butyl ester C(C)(C)(C)OC(NCC1=CC=C(C=C1)NC(C1=CC=C(C=C1)Br)=O)=O